C(C)(C)(C)OC(=O)N1CCN(CC1)C1=NC(=CC=C1)B1OC(C(O1)(C)C)(C)C.C[C@H](CCCCCCCCCCCC)CCCCCCCCCCCCCC |r| racemic-13-methyl-heptacosane tert-butyl-4-[6-(4,4,5,5-tetramethyl-1,3,2-dioxaborolan-2-yl)-2-pyridyl]piperazine-1-carboxylate